BrC=1C=2N(C=C(C1)OCC(C)(C)O)N=CC2C#N 4-bromo-6-(2-hydroxy-2-methylpropyloxy)pyrazolo[1,5-a]pyridin-3-carbonitrile